3,6-bis(butyrylamino)-9(10H)-acridone C(CCC)(=O)NC=1C=CC=2C(C3=CC=C(C=C3NC2C1)NC(CCC)=O)=O